2-{[3,5-bis(trifluoromethyl)phenyl]carbamoyl}-4-chlorophenyl phosphate disodium salt [Na+].[Na+].P(=O)(OC1=C(C=C(C=C1)Cl)C(NC1=CC(=CC(=C1)C(F)(F)F)C(F)(F)F)=O)([O-])[O-]